O[C@H](COC=1C=C(C=CC1)S(=O)(=O)NC)CNC1COC2(C1)CCN(CC2)S(=O)(=O)C2=CC(=CC=C2)C2=CSC=C2C 3-((2S)-2-hydroxy-3-(8-(3-(4-methylthiophen-3-yl)phenylsulfonyl)-1-oxa-8-azaspiro[4.5]decan-3-ylamino)propoxy)-N-methylbenzenesulfonamide